tert-butyl ((3S,6S,10aS)-3-(6-(6-methoxypyridin-3-yl)-5,7-dioxo-4,6-diazaspiro[2.4]heptane-4-carbonyl)-5-oxodecahydropyrrolo[1,2-a]azocin-6-yl)carbamate COC1=CC=C(C=N1)N1C(N(C2(CC2)C1=O)C(=O)[C@@H]1CC[C@H]2N1C([C@H](CCCC2)NC(OC(C)(C)C)=O)=O)=O